BrC1=CC(=C(C(=O)NC2=NC(=NC(=C2)C)N2CCCC2)C=C1)C1=CCC2(CC2)CC1 4-bromo-N-[6-methyl-2-(pyrrolidin-1-yl)pyrimidin-4-yl]-2-{spiro[2.5]oct-5-en-6-yl}benzamide